C(C=C)OC1=C(C=C(C=C1C(C)(C)C)C)[Si](C1C2=CC=CC=C2C=2N(C=3C=CC(=CC3C21)C)C)(C2=CC=CC=C2)C2=CC=CC=C2 10-((2-(Allyloxy)-3-(tert-butyl)-5-methylphenyl)diphenylsilyl)-5,8-dimethyl-5,10-dihydroindeno[1,2-b]indole